FC=1C=CC=2C3=C(NC(C2C1)=O)COC[C@@H]3N(C(=O)C3=CC1=C(N=CS1)C=C3)C |r| Racemic-N-(8-fluoro-6-oxo-1,4,5,6-tetrahydro-2H-pyrano[3,4-c]isoquinolin-1-yl)-N-methylbenzo[d]thiazole-6-carboxamide